The molecule is a pentacyclic triterpenoid that is oleana-11,13(18)-diene substituted by a alpha-hydroxy group at position 3, an oxo group at position 23 and a carboxy group at position 28. Isolated from the leaves and twigs of Fatsia polycarpa, it exhibits anti-HBV activity. It has a role as an anti-HBV agent, a plant metabolite and an antibacterial agent. It is a hydroxy monocarboxylic acid, a pentacyclic triterpenoid and an aldehyde. It derives from a hydride of an oleanane. C[C@]12CC[C@H]([C@@]([C@@H]1CC[C@@]3([C@@H]2C=CC4=C5CC(CC[C@@]5(CC[C@]43C)C(=O)O)(C)C)C)(C)C=O)O